FC(C([C@H](CO)C1=C(SC=C1)S(=O)(=O)N)C(F)(F)F)(F)F [(1s)-3,3,3-trifluoro-1-(hydroxymethyl)-2-(trifluoromethyl)propyl]-2-thiophenesulfonamide